5-{4-[(2-decyl-1-oxododecyl) oxy] butyl}-11,14-dimethyl-7-oxo-6-oxa-8,11,14-triazapentadec-1-yl 2-decyldodecanoate C(CCCCCCCCC)C(C(=O)OCCCCC(OC(NCCN(CCN(C)C)C)=O)CCCCOC(C(CCCCCCCCCC)CCCCCCCCCC)=O)CCCCCCCCCC